OC1(COC1)C1=CC=C(C=C1)C(=O)N1CC=2CN(CC2C1)C1=CC=C(C=C1)C(F)(F)F (4-(3-hydroxyoxetan-3-yl)phenyl)(5-(4-(trifluoromethyl)phenyl)-3,4,5,6-tetrahydropyrrolo[3,4-c]pyrrol-2(1H)-yl)methanone